1-(4-(4-chloro-3-fluorophenoxy)-2-methyl-5-(1-methyl-7-oxo-6,7-dihydro-1H-pyrrolo[2,3-c]pyridin-3-yl)phenyl)pyrrolidine-2,5-dione ClC1=C(C=C(OC2=CC(=C(C=C2C2=CN(C=3C(NC=CC32)=O)C)N3C(CCC3=O)=O)C)C=C1)F